ClC1=CC=C(CN2C3(CCNC3)C(N(CC2=O)CC2=CC=C(C=C2)OC)=O)C=C1 6-(4-chlorobenzyl)-9-(4-methoxybenzyl)-2,6,9-triazaspiro[4.5]decane-7,10-dione